C(C)(C)(C)OC(C(CCOC(F)(F)F)N1C(C=C(C(=C1)OC)C1=C(C=CC(=C1)Cl)C1=CN=CO1)=O)=O 2-{4-[5-chloro-2-(1,3-oxazol-5-yl)phenyl]-5-methoxy-2-oxopyridin-1(2H)-yl}-4-(trifluoromethoxy)butanoic acid tert-butyl ester